(S)-N-((Tetrahydrofuran-2-yl)methyl)-4-(4-((1,2,3,4-tetrahydroisochinolin-7-yl)oxy)-1H-pyrrolo[2,3-b]pyridin-3-yl)pyridin-2-amin O1[C@@H](CCC1)CNC1=NC=CC(=C1)C1=CNC2=NC=CC(=C21)OC2=CC=C1CCNCC1=C2